[Si](C)(C)(C(C)(C)C)OCCN1N=C(C(=C1)C=1C2=C(N=CN1)C=C(C(=N2)NC(=O)C=2C=NN(C2)C(F)(F)F)OC)C2=CC=CC=C2 N-(4-(1-(2-((tert-butyl-dimethylsilyl)oxy)ethyl)-3-phenyl-1H-pyrazol-4-yl)-7-methoxypyrido[3,2-d]pyrimidin-6-yl)-1-(trifluoromethyl)-1H-pyrazole-4-carboxamide